Methyl (6R)-1-benzyl-6-methyl-4-oxopiperidine-3-carboxylate C(C1=CC=CC=C1)N1CC(C(C[C@H]1C)=O)C(=O)OC